C[C@H]1N(CCN(C1)C(=O)OC(C)(C)C)C(=O)OC=1C=C2C(=NC=NC2=CC1OC)NC1=CC(=C(C=C1)OCC1=CC=C(C=C1)F)Cl 4-(tert-butyl) 1-(4-((3-chloro-4-((4-fluorobenzyl) oxy) phenyl) amino)-7-methoxyquinazolin-6-yl) (R)-2-methylpiperazine-1,4-dicarboxylate